methyl 4-(benzyloxy)-3-(2-hydroxy-2-(6-methoxypyridin-3-yl) propoxy)-5-methoxybenzoate C(C1=CC=CC=C1)OC1=C(C=C(C(=O)OC)C=C1OC)OCC(C)(C=1C=NC(=CC1)OC)O